1-carboxy-2-((((R)-6'-hydroxy-2',4',6'-trimethyl-7'-oxo-6',7'-dihydrospiro[cyclopropane-1,5'-inden]-3'-yl)methyl)thio)ethan-1-aminium C(=O)(O)C(CSCC1=C(C=C2C([C@](C3(C(=C12)C)CC3)(C)O)=O)C)[NH3+]